1-n-dodecyl-cycloheptan-2-one C(CCCCCCCCCCC)C1C(CCCCC1)=O